O-(5,9,13,17-tetramethyl-octadeca-4,8,12,16-tetraenoyl)glycerol Sodium Bisulfate S([O-])(O)(=O)=O.[Na+].CC(=CCCC(=O)OCC(O)CO)CCC=C(CCC=C(CCC=C(C)C)C)C